Cl.Cl.CC1=NC=CC2=C1N=C(S2)C dimethylthiazolo[4,5-c]pyridine dihydrochloride